SCCC(=O)OCC(CCCCCCCC)CCCCCC 2-hexyldecyl 3-mercaptopropanoate